(7R,14R)-1-(difluoromethoxy)-11-(3-(isopropylamino)prop-1-yn-1-yl)-6-(methyl-d3)-6,7-dihydro-7,14-methanobenzo[f]benzo[4,5]imidazo[1,2-a][1,4]diazocin FC(OC1=CC=CC2=CN([C@H]3C=4N(C(=C21)C3)C3=C(N4)C=CC(=C3)C#CCNC(C)C)C([2H])([2H])[2H])F